(3,4-dihydroquinolin-1(2H)-yl)(4-(5-(trifluoromethyl)-1,2,4-oxadiazol-3-yl)phenyl)methanone N1(CCCC2=CC=CC=C12)C(=O)C1=CC=C(C=C1)C1=NOC(=N1)C(F)(F)F